{4-[6-amino-5-(p-chlorophenyl)-4-pyrimidinyl]-1-benzyl-1H-pyrazol-3-yl}methanol NC1=C(C(=NC=N1)C=1C(=NN(C1)CC1=CC=CC=C1)CO)C1=CC=C(C=C1)Cl